6-[8-(1,3-benzothiazol-2-ylcarbamoyl)-3,4-dihydroisoquinolin-2(1H)-yl]-3-[1-(phenylsulfonyl)-1H-pyrrol-3-yl]pyridine-2-carboxylic acid S1C(=NC2=C1C=CC=C2)NC(=O)C=2C=CC=C1CCN(CC21)C2=CC=C(C(=N2)C(=O)O)C2=CN(C=C2)S(=O)(=O)C2=CC=CC=C2